methyl 3-bromo-4-[(2-methyl-1,3-thiazol-4-yl)amino]benzoate BrC=1C=C(C(=O)OC)C=CC1NC=1N=C(SC1)C